CC1=C(C=CC(=C1C)OC(C)C)O 2,3-dimethyl-4-isopropoxyphenol